3-(2-(3-cyclopropyl-1H-pyrazol-1-yl)-3-iodo-1-methyl-1H-indol-5-yl)-1,5,6,7,8,9-hexahydro-2H-cyclohepta[4,5]thieno[2,3-d]pyrimidine-2,4(3H)-dione C1(CC1)C1=NN(C=C1)C=1N(C2=CC=C(C=C2C1I)N1C(NC2=C(C1=O)C1=C(S2)CCCCC1)=O)C